O1[C@H](COCC1)CN1N=C2C3=C(CCC2=C1)OC(=C3C(F)(F)F)C(=O)NCC3=CN=CS3 2-[(2S)-1,4-dioxan-2-ylmethyl]-N-(1,3-thiazol-5-ylmethyl)-8-(trifluoromethyl)-4,5-dihydro-2H-furo[2,3-g]indazole-7-carboxamide